CC(C)(OC(N[C@H](C(C(NCCOCC(C)C)=O)CC(=O)[O-])C[C@H]1C(NCC1)=O)=O)C (6S)-2,2,14-trimethyl-4,8-dioxo-6-(((S)-2-oxopyrrolidin-3-yl) methyl)-3,12-dioxa-5,9-diazapentadec-7-ylacetate